(tert-butyl 1-((5-amino-1-p-toluenesulfonyl-1H-pyrrolo[2,3-b]pyridin-4-yl) amino) piperidin-4-yl) carbamate C(N)(OC1CC(N(CC1)NC1=C2C(=NC=C1N)N(C=C2)S(=O)(=O)C2=CC=C(C)C=C2)C(C)(C)C)=O